(R)-3-((tert-butyldiphenylsilyl)oxy)-N-methoxy-4-((2-methoxyethyl)(methyl)amino)-N-methylbutanamide [Si](C1=CC=CC=C1)(C1=CC=CC=C1)(C(C)(C)C)O[C@H](CC(=O)N(C)OC)CN(C)CCOC